BrC=1C=C(C=C(C1)C(F)F)NS(=O)(=O)C N-(3-bromo-5-(difluoromethyl)phenyl)methanesulfonamide